4-methoxy-N-[(1R,3S)-3-{[2-(trifluoromethyl)-1-benzothiophen-4-yl]amino}cyclohexyl]benzamide COC1=CC=C(C(=O)N[C@H]2C[C@H](CCC2)NC2=CC=CC3=C2C=C(S3)C(F)(F)F)C=C1